tert-butyl (3S)-3-[[6-[2-[2-(trifluoromethoxy) anilino]pyrimidin-5-yl]pyrazin-2-yl]amino]pyrrolidine-1-carboxylate FC(OC1=C(NC2=NC=C(C=N2)C2=CN=CC(=N2)N[C@@H]2CN(CC2)C(=O)OC(C)(C)C)C=CC=C1)(F)F